ClC1=NC=C(C(=C1)C1=C(C=NC(=C1)C)C(=O)\N=C\1/SC(=NN1COC(CC1CCN(CC1)C(=O)OC(C)(C)C)=O)OC)OC Tert-butyl (Z)-4-(2-((2-((2'-chloro-5'-methoxy-6-methyl-[4,4'-bipyridine]-3-carbonyl)imino)-5-methoxy-1,3,4-thiadiazol-3(2H)-yl)methoxy)-2-oxoethyl)piperidine-1-carboxylate